(R)-2-(N-[4-Amino-5-(4-fluorobenzoyl)thiazol-2-yl]-4-chloroanilino)propanamid NC=1N=C(SC1C(C1=CC=C(C=C1)F)=O)N(C1=CC=C(C=C1)Cl)[C@@H](C(=O)N)C